2-isopropyl-5-styrylbenzene-1,3-diol C(C)(C)C1=C(C=C(C=C1O)C=CC1=CC=CC=C1)O